[Br-].C(CCC)N1CC=CC=C1 1-Butylpyridin bromid